C(C)(C)(C)C=1C=C(CN(C(CN(S(=O)(=O)C2=C(C(=C(C(=C2F)F)F)F)F)CC=2C=NC=CC2)=O)C2=CC(=C(C(=O)O)C=C2)O)C=C(C1)C1CC1 4-(N-(3-(tert-butyl)-5-cyclopropylbenzyl)-2-(N-(pyridin-3-ylmethyl)-(2,3,4,5,6-pentafluoro-phenyl)sulfonamido)acetamido)-2-hydroxybenzoic acid